C(#N)C1=NC=CC(=C1)C1=CC(=NC=C1)N1C([C@@H]2N(CCN(C2)C#N)CC1)=O (R)-8-(2'-cyano-[4,4'-bipyridin]-2-yl)-9-oxooctahydro-2H-pyrazino[1,2-a]pyrazine-2-carbonitrile